N-benzoyl-2-(2-methoxybenzoyl)-N-phenylacrylamide C(C1=CC=CC=C1)(=O)N(C(C(=C)C(C1=C(C=CC=C1)OC)=O)=O)C1=CC=CC=C1